C(C)N1CC(CCC1)NC1=NN=C(C2=CC(=CC=C12)C)C1=C(C=C(C=C1)S(=O)(=O)C)O 2-[4-[[1-ethyl-3-piperidyl]amino]-7-methyl-phthalazin-1-yl]-5-methylsulfonyl-phenol